(S)-4-(3-((difluoromethyl)sulfonyl)-5,5-difluoro-4-hydroxy-4,5,6,7-tetrahydro-1H-indole-1-yl)phthalonitrile FC(S(=O)(=O)C1=CN(C=2CCC([C@H](C12)O)(F)F)C=1C=C(C(C#N)=CC1)C#N)F